CS(S(=O)(=O)C)(=O)=O methyl disulfone